1-(2-butenoyl)-2,6,6-trimethyl-1,3-cyclohexadiene C(C=CC)(=O)C1=C(C=CCC1(C)C)C